C(=O)(O)CN1C=CC2=CC=C(C=C12)OC1=CC(=C(OC=2C=C(C=CC2)CC(=O)O)C=C1)C(F)(F)F 2-[3-[4-[1-(carboxymethyl)indol-6-yl]oxy-2-(trifluoromethyl)phenoxy]phenyl]acetic acid